1-ethyl-6-fluoro-1,4-dihydro-4-oxo-7-(piperazin-1-yl)quinoline-3-carboxylic acid C(C)N1C=C(C(C2=CC(=C(C=C12)N1CCNCC1)F)=O)C(=O)O